(±)-trans-3-(4-(5-(((Cyclohexyl(methyl)carbamoyl)oxy)methyl)-1-methyl-1H-pyrazol-4-yl)phenoxy)cyclohexan C1(CCCCC1)N(C(=O)OCC1=C(C=NN1C)C1=CC=C(OC2CCCCC2)C=C1)C